6-((4-chlorobenzyl)amino)-1-ethylbenzo[cd]indol-2(1H)-one ClC1=CC=C(CNC=2C=3C4=C(C(N(C4=CC2)CC)=O)C=CC3)C=C1